FC1=CC=C(CC2=CC3=C(OC[C@@H](N3)C)N=C2C(=O)NC[C@@H]2OCCC2)C=C1 (S)-7-(4-fluorobenzyl)-2-methyl-N-(((R)-tetrahydrofuran-2-yl)methyl)-2,3-dihydro-1H-pyrido[2,3-b][1,4]oxazine-6-carboxamide